benzyl N-[3-(3-iodo-1-tetrahydropyran-2-yl-indazol-5-yl)oxy-1-(methoxymethyl)propyl]carbamate IC1=NN(C2=CC=C(C=C12)OCCC(COC)NC(OCC1=CC=CC=C1)=O)C1OCCCC1